5-tert-butyl-2-(4-vinylbenzyl)-2H-tetrazole C(C)(C)(C)C=1N=NN(N1)CC1=CC=C(C=C1)C=C